FC1(CCN(CC1)CC1=[N+](C=CC(=C1)C1CNCCC1(F)F)[O-])F 2-((4,4-difluoropiperidin-1-yl)methyl)-4-(4,4-difluoropiperidin-3-yl)pyridine 1-oxide